(S)-4-(1-((tert-butoxycarbonyl)amino)ethyl)-2-(hydroxymethyl)benzoic acid C(C)(C)(C)OC(=O)N[C@@H](C)C1=CC(=C(C(=O)O)C=C1)CO